FC(CNC(NC1=CC=C(C=C1)C1=C2C(=NC=C1)NC=C2)=O)(F)F 4-(4-(3-(2,2,2-trifluoroethyl)ureido)phenyl)-1H-pyrrolo[2,3-b]pyridin